C(C)(C)(C)OC(=O)N[C@@H](CCO)C(=O)O (t-butoxycarbonyl)-homoserine